CC(C)OC1=CC=C(C=C1)C1=NN2C(=NC=3C=CC=CC3C2=N1)N[C@H]1C(NCCNC1)=O (6R)-6-[(2-{4-[(propan-2-yl)oxy]phenyl}[1,2,4]triazolo[1,5-c]quinazolin-5-yl)amino]-1,4-diazepan-5-one